acrylamido-2-methylpropylammonium chloride [Cl-].C(C=C)(=O)N[NH2+]CC(C)C